C(C1=CC=CC=C1)OC(CC[C@@H](NC(=O)OCC(C)C)C(N)=O)=O i-Butoxycarbonyl-D-isoglutamine benzyl ester